O1[C@H](CCC1)C(=O)O (2R)-tetrahydro-2-furancarboxylic acid